N-(4-(4-amino-3-(5-((4-methylpyrimidin-2-yl)oxy)pyridin-2-yl)thieno[3,2-c]pyridin-2-yl)-3-methylphenyl)methacrylamide NC1=NC=CC2=C1C(=C(S2)C2=C(C=C(C=C2)NC(C(=C)C)=O)C)C2=NC=C(C=C2)OC2=NC=CC(=N2)C